N-coumaroyl-putrescine C(\C=C\C1=CC=C(C=C1)O)(=O)NCCCCN